NC1=CC=C(C=C1)OC(=O)CCCCCCC(=O)OC1=CC=C(C=C1)N Hexane-1,6-dicarboxylic acid di(4-aminophenyl) ester